(2R,3R,4R,5S)-1-((1-(4-fluorophenyl)piperidin-4-yl)methyl)-2-methylpiperidin-3,4,5-triol FC1=CC=C(C=C1)N1CCC(CC1)CN1[C@@H]([C@H]([C@@H]([C@H](C1)O)O)O)C